C(=C)NO vinyl-aminoalcohol